7-[4-(dimethylamino)piperidin-1-yl]-2-(2-methylimidazo[1,2-a]pyridin-6-yl)-4H-pyrido[1,2-a]pyrimidin-4-one CN(C1CCN(CC1)C=1C=CC=2N(C(C=C(N2)C=2C=CC=3N(C2)C=C(N3)C)=O)C1)C